S1C(=CC=C1)CNC(=O)C=1C(NC(N([C@H]2C[C@H](O)[C@@H](CO)O2)C1)=O)=O 5-(2-thiophenylmethyl)aminocarbonyl-2'-deoxyuridine